6-[7-fluoro-2-[1-(2-fluoroethyl)-4-piperidinyl]indazol-5-yl]-2,8-dimethyl-imidazo[1,2-b]pyridazine FC1=CC(=CC2=CN(N=C12)C1CCN(CC1)CCF)C=1C=C(C=2N(N1)C=C(N2)C)C